C1(=CC=C(C=C1)S(=O)(=O)CCCOC=1C=C(C(C(=O)O)=CC1)O)C 4-[3-(p-tolylsulfonyl)propyloxy]salicylic acid